(1S,5R)-2-azabicyclo[3.1.0]hexane-1-carboxylic acid ethyl ester C(C)OC(=O)[C@]12NCC[C@@H]2C1